(4-(6-methoxy-4-oxo-3,4-dihydro-phthalazin-1-yl)benzyl)sulphonamide hydrochloride Cl.COC=1C=C2C(NN=C(C2=CC1)C1=CC=C(CS(=O)(=O)N)C=C1)=O